6-(2-phenylacetyl)-2,6-diazaspiro[3.3]heptane-2-carboxylic acid tert-butyl ester C(C)(C)(C)OC(=O)N1CC2(C1)CN(C2)C(CC2=CC=CC=C2)=O